ethyl 7-{5'-chloro-7'-oxo-7',8'-dihydro-6'H-spiro[cyclohexane-1,9'-furo[2,3-f]quinazoline]-2'-ylmethyl}-5H,6H,7H,8H-imidazo[1,2-a]pyrazine-2-carboxylate ClC=1C=C2C(=C3C4(NC(NC13)=O)CCCCC4)OC(=C2)CN2CC=4N(CC2)C=C(N4)C(=O)OCC